3-(3-pyridyl)-L-alanine N1=CC(=CC=C1)C[C@H](N)C(=O)O